FC1=CC=C(OCCC(CN2C=NC=C2)C2=CC3=CC=CC=C3C=C2)C=C1 1-(4-(4-fluorophenoxy)-2-(naphthalen-2-yl)butyl)-1H-imidazole